O[C@H]1C[C@H](CC1)NC1=NC=2N(C(N(C(C2N1C)=O)CC1=CC(=NN1COCC[Si](C)(C)C)C1=CC=CC=C1)=O)C 8-((cis)-3-hydroxycyclopentylamino)-3,7-dimethyl-1-((3-phenyl-1-((2-(trimethyl-silyl)ethoxy)methyl)-1H-pyrazol-5-yl)methyl)-1H-purine-2,6(3H,7H)-dione